4-t-butylphenyl α-allyloxymethylacrylate C(C=C)OCC(C(=O)OC1=CC=C(C=C1)C(C)(C)C)=C